ClC=1C(=NC(=NC1)N1[C@H](C[C@H](CC1)OC=1C=C2CN(C(C2=CC1)=O)C1C(NC(CC1)=O)=O)C)NC=1C=C2C=C(C(N(C2=CC1)C)=O)OCC(=O)N(C)C 2-[[6-[[5-chloro-2-[(2S,4S)-4-[2-(2,6-dioxo-3-piperidyl)-1-oxo-isoindolin-5-yl]oxy-2-methyl-1-piperidyl]pyrimidin-4-yl]amino]-1-methyl-2-oxo-3-quinolyl]oxy]-N,N-dimethyl-acetamide